C1(CCCCC1)[C@@H](CNC1=CC=C(C=C1)C(F)(F)F)CC1=CC=NC=C1 (S)-N-[2-cyclohexyl-3-(pyridin-4-yl)propyl]-4-(trifluoromethyl)aniline